Tert-butyl (R)-2-(5-((1-(dibenzo[b,d]furan-2-yl)ethyl)amino)-2-isopropyl-6-oxopyrimidin-1(6H)-yl)acetate C1=C(C=CC=2OC3=C(C21)C=CC=C3)[C@@H](C)NC3=CN=C(N(C3=O)CC(=O)OC(C)(C)C)C(C)C